N-((5-(3-Chloro-4-isopropoxyphenyl)pyridin-2-yl)methyl)-2-(1H-pyrazol-4-yl)-6-(trifluoromethyl)pyridin-4-amine ClC=1C=C(C=CC1OC(C)C)C=1C=CC(=NC1)CNC1=CC(=NC(=C1)C(F)(F)F)C=1C=NNC1